CNC(O[C@@H]1CC[C@H](CC1)C(N(C[C@@H]1CC[C@H](CC1)C1=CC(=C(C=C1)OC)C)C1=CC(=CC=C1)C=1C=NC(=CC1)N(C)C)=O)=O trans-4-((3-(6-(Dimethylamino)-pyridine-3-yl)phenyl)-((trans-4-(4-methoxy-3-methylphenyl)cyclohexyl)methyl)carbamoyl)cyclohexyl methylcarbamate